tert-butyl 2-({3-carbamoyl-6-[(3R)-3-(3-methyl-2-oxoimidazol-1-yl) piperidin-1-yl] pyrazin-2-yl} amino)-4h,6h,7h-pyrazolo[1,5-a]pyrazine-5-carboxylate C(N)(=O)C=1C(=NC(=CN1)N1C[C@@H](CCC1)N1C(N(C=C1)C)=O)NC1=NN2C(CN(CC2)C(=O)OC(C)(C)C)=C1